C1(CC1)CNC1=CN=C2N1N=CC=C2C(=O)NC=2C=NC=CC2C 3-((cyclopropylmethyl)amino)-N-(4-methylpyridin-3-yl)imidazo[1,2-b]pyridazine-8-carboxamide